1-butyl-2-((E)-2-((E)-5-(2-((E)-1-butyl-5-chloro-3,3-dimethylindolin-2-ylidene)ethylidene)-4-chloro-5,6-dihydro-2H-pyran-3-yl)vinyl)-5-chloro-3,3-dimethyl-3H-indol-1-ium iodide [I-].C(CCC)[N+]1=C(C(C2=CC(=CC=C12)Cl)(C)C)\C=C\C=1COC\C(\C1Cl)=C/C=C\1/N(C2=CC=C(C=C2C1(C)C)Cl)CCCC